ClC=1C(=CC(=C(OC=2C(=NC(=NC2)N)N)C1)C1CC1)OC 5-(5-Chloro-2-cyclopropyl-4-methoxy-phenoxy)-pyrimidine-2,4-diamine